FC(F)(F)C1=C(C=CC=C1)C1=CC(=CC2=CC=CC=C12)C(=O)N 4-((trifluoromethyl)phenyl)-2-naphthamide